2-methyl-N-(2,2,2-trifluoro-1-(4-(trifluoromethoxy)phenyl)ethyl)propane-2-sulfinamide CC(C)(C)S(=O)NC(C(F)(F)F)C1=CC=C(C=C1)OC(F)(F)F